FC(C(=O)O)(F)F.FC=1C=C(C=CC1F)[C@H]1[C@@H](CN(C1)CCOC)NC(=O)NC1=C(C(=NN1C1=CC=CC=C1)C=1C=NN(C1)CC1=CC=C(C=C1)OC)C 1-((3s,4r)-4-(3,4-difluorophenyl)-1-(2-methoxyethyl)pyrrolidin-3-yl)-3-(1'-(4-methoxybenzyl)-4-methyl-1-phenyl-1h,1'h-[3,4'-bipyrazole]-5-yl)urea trifluoroacetate